(1-(6-(2,4-difluorophenoxy)pyridin-3-yl)ethyl)carbamic acid tert-butyl ester C(C)(C)(C)OC(NC(C)C=1C=NC(=CC1)OC1=C(C=C(C=C1)F)F)=O